2-(9-oxo-6,7,8,9-tetrahydropyrrolo[3',2':5,6]pyrido[3,2-b]azepin-5(1H)-yl)benzamide tert-butyl-4-(3-amino-7-bromo-8-fluoro-1,6-naphthyridin-4-yl)piperazine-1-carboxylate C(C)(C)(C)OC(=O)N1CCN(CC1)C1=C(C=NC2=C(C(=NC=C12)Br)F)N.O=C1C2=C(N(CCC1)C1=C(C(=O)N)C=CC=C1)C=C1C(=N2)NC=C1